1,2-dilinoleyl-3-(N-methylpiperazinyl)propane C(CCCCCCC\C=C/C\C=C/CCCCC)CC(CC1N(CCNC1)C)CCCCCCCC\C=C/C\C=C/CCCCC